FC=1C=C2C(=CNC2=CC1F)NC(=O)C=1N=CN2CCN(CCC21)C(=O)OC(C)(C)C tert-butyl 1-[(5,6-difluoro-1H-indol-3-yl)carbamoyl]-5H,6H,7H,8H,9H-imidazo[1,5-d][1,4]diazepine-7-carboxylate